C1(CC1)N1N=CC(=C1)NC1=NC=C(C(=N1)C1=CC(=C(OCC(C#N)(C)C)C=C1)F)C (4-(2-((1-cyclopropyl-1H-pyrazol-4-yl)amino)-5-methylpyrimidin-4-yl)-2-fluorophenoxy)-2,2-dimethylpropionitrile